4-(tert-butyl)-2-methyl-N-(4-(trimethylsilyl)phenyl)aniline C(C)(C)(C)C1=CC(=C(NC2=CC=C(C=C2)[Si](C)(C)C)C=C1)C